bis(5-((2-hexyldecanoyl)oxy)pentyl) 2-hydroxypentanedioate OC(C(=O)OCCCCCOC(C(CCCCCCCC)CCCCCC)=O)CCC(=O)OCCCCCOC(C(CCCCCCCC)CCCCCC)=O